O=C1CC(CN1)C(=O)NCC1=CC=C(C=C1)NC1=CC=C(C=C1)C(CC)CC 5-Oxo-N-(4-((4-(pentan-3-yl)phenyl)amino)benzyl)pyrrolidine-3-carboxamide